ClC=1C(=NC(=NC1)NC1=C(C=C2CCN(CC2=C1)CC)OC)N1CC(C2=CC=CC=C12)(C)CC(=O)O 2-(1-(5-Chloro-2-((2-ethyl-6-methoxy-1,2,3,4-tetrahydroisoquinolin-7-yl)amino)pyrimidin-4-yl)-3-methylindolin-3-yl)acetic acid